C(C)OC1=C(C(N(C=C1)C1=CC=C(C=C1)F)=O)C(=O)NC1=CC(=C(C=C1)OC1=C2C(=NC=C1)C=C(S2)C2=NC=C(C=C2)CN2CCN(CC2)C)F 4-ethoxy-N-{3-fluoro-4-[(2-{5-[(4-methylpiperazin-1-yl)methyl]pyridin-2-yl}thieno[3,2-b]pyridin-7-yl)oxy]phenyl}-1-(4-fluorophenyl)-2-oxo-1,2-dihydropyridine-3-carboxamide